8-(4,4,5,5-tetramethyl-1,3,2-dioxaborolan-2-yl)-2,3,4,5-tetrahydro-1H-pyrrolo[1,2-a][1,4]diazepin-1-one CC1(OB(OC1(C)C)C=1C=C2N(CCCNC2=O)C1)C